NC1=NC=NN2C1=C(C=C2C=2C=C(C(=NC2)OC)C(=O)NC2CN(CC2F)CC2=CC(=C(C=C2)F)F)C(F)(F)F 5-[4-amino-5-(trifluoromethyl)pyrrolo[2,1-f][1,2,4]triazin-7-yl]-N-{1-[(3,4-difluorophenyl)methyl]-4-fluoropyrrolidin-3-yl}-2-methoxypyridine-3-carboxamide